NC1CC2CCC(C1)N2C=2N(C(C1=C(N2)NC=C1C=1C=C2C=NNC2=CC1)=O)C 2-(Endo-3-amino-8-azabicyclo[3.2.1]oct-8-yl)-5-(1H-indazol-5-yl)-3-methyl-3,7-dihydro-4H-pyrrolo[2,3-d]pyrimidin-4-one